C1(=CC=CC=C1)C1=NC(=NC(=N1)C1=CC=CC=C1)C1=C(C=C(C=C1)OCCCCCC)O 2-[4,6-diphenyl-1,3,5-triazin-2-yl]-5-(hexyloxy)phenol